isononyl myristate C(CCCCCCCCCCCCC)(=O)OCCCCCCC(C)C